N-(2-aminoethyl)-1,3-propanediamine NCCNCCCN